(1R,2S,5S)-N-(4-Amino-1-cyclopropyl-3,4-dioxobutan-2-yl)-3-((S)-2-isobutyramido-3,3-dimethylbutanoyl)-6,6-dimethyl-3-azabicyclo[3.1.0]hexane-2-carboxamide NC(C(C(CC1CC1)NC(=O)[C@@H]1[C@H]2C([C@H]2CN1C([C@H](C(C)(C)C)NC(C(C)C)=O)=O)(C)C)=O)=O